33-methyltetratriacontyl palmitoleate C(CCCCCCC\C=C/CCCCCC)(=O)OCCCCCCCCCCCCCCCCCCCCCCCCCCCCCCCCC(C)C